(S)-2-(5-(3-((2-chloro-5-((4-(methylsulfonyl)phenyl)ethynyl)pyridin-4-yl)amino)butoxy)-1,3-dimethyl-1H-pyrazol-4-yl)pyrimidin-4-amine ClC1=NC=C(C(=C1)N[C@H](CCOC1=C(C(=NN1C)C)C1=NC=CC(=N1)N)C)C#CC1=CC=C(C=C1)S(=O)(=O)C